NC1CC(C1)CN1C[C@H]2N(C=3C(=NN=C(C3)C3=C(C=CC=C3)O)NC2)CC1 2-((S)-8-(((1r,3S)-3-aminocyclobutyl)methyl)-6,6a,7,8,9,10-hexahydro-5H-pyrazino[1',2':4,5]pyrazino[2,3-c]pyridazin-2-yl)phenol